C12C(CCC(C1)C2)O bicyclo[3.1.1]heptan-2-ol